N1=C(N=C2N=CNC2=C1)C(CC(=O)O)C(=O)O purinesuccinic acid